N(CC)C1=CC=C(C(=O)N[C@H]2C[C@H](CCC2)NC2=CC(=NC3=CC=C(C=C23)Cl)C(F)(F)F)C=C1 4-(azapropan-1-yl)-N-[(1r,3s)-3-{[6-chloro-2-(trifluoromethyl)quinolin-4-yl]amino}cyclohexyl]benzamide